Octyldecyl-Dimethyl-Ammonium Chloride [Cl-].C(CCCCCCC)[N+](C)(C)CCCCCCCCCC